o-hydroxytriazine ON1NC=CC=N1